BrC=1C=C2C3CCC(C2=CC1Br)C3 6,7-dibromo-1,2,3,4-tetrahydro-1,4-methanonaphthalene